2-chloro-N-[3-[4-cyano-3-(trifluoromethoxy)phenoxy]-2,2,4,4-tetramethyl-cyclobutyl]pyrimidine-5-carboxamide ClC1=NC=C(C=N1)C(=O)NC1C(C(C1(C)C)OC1=CC(=C(C=C1)C#N)OC(F)(F)F)(C)C